6-hydroxy-2,5,7,8-tetramethyl-3,4-dihydro-2H-1-benzopyran-2-carboxamide OC=1C(=C(C2=C(CCC(O2)(C(=O)N)C)C1C)C)C